C1=NC=CC2=C(C=CC=C12)C(C(=O)O)N1CC(C1)OCCCCCC1=NC=2NCCCC2C=C1 2-(isoquinolin-5-yl)-2-(3-((5-(5,6,7,8-tetrahydro-1,8-naphthyridin-2-yl)pentyl)oxy)azetidin-1-yl)acetic acid